CN(C)CC1=NN(C(=C1)C=1C=2N(C(=NC1)NCC1=C(C=CC3=C1CCO3)F)C=C(N2)C#N)C 8-(3-((dimethylamino)methyl)-1-methyl-1H-pyrazol-5-yl)-5-(((5-fluoro-2,3-dihydrobenzofuran-4-yl)methyl)amino)imidazo[1,2-c]pyrimidine-2-carbonitrile